tert-butyl (2S,4R)-2-carbamothioyl-4-methoxypyrrolidine-1-carboxylate C(N)(=S)[C@H]1N(C[C@@H](C1)OC)C(=O)OC(C)(C)C